(1-(2-fluoroethyl)-1H-pyrazol-4-yl)boronic acid FCCN1N=CC(=C1)B(O)O